FC=1C(=CC(=NC1)OC)C1=CC(=NN1)C(=O)N1C2CC(CC1CC2)C(=O)N 8-[5-(5-fluoro-2-methoxypyridin-4-yl)-1H-pyrazole-3-carbonyl]-8-azabicyclo[3.2.1]octane-3-carboxamide